CN(CCNC([O-])=O)C1=NC(=NC(=C1)NC=1SC(=CN1)C1=CC=NC=C1)C [2-[methyl-[2-methyl-6-[[5-(4-pyridyl)thiazol-2-yl]amino]pyrimidin-4-yl] amino]ethyl]carbamate